C(C(O)CC(=O)[O-])(=O)[O-] Anti-MALAT